(S)-6-(6-Chloro-5-fluoro-2-oxo-1,2-dihydrospiro[benzo[d][1,3]oxazine-4,3'-pyrrolidin]-1'-yl)-N-(4-((isopropyl(methyl)amino)methyl)benzyl)pyridazine-4-carboxamide ClC1=C(C2=C(NC(O[C@]23CN(CC3)C3=CC(=CN=N3)C(=O)NCC3=CC=C(C=C3)CN(C)C(C)C)=O)C=C1)F